Cl.Cl.CN1C2=C(N(C(C1=O)=O)C1CCNCC1)N=CC(=C2)C(=O)OC Methyl 1-methyl-2,3-dioxo-4-(piperidin-4-yl)-1,2,3,4-tetrahydropyrido[2,3-b]pyrazine-7-carboxylate dihydrochloride